2,5-dichloro-N-(2,4-difluoro-3-(1H-indazol-6-yl)phenyl)benzenesulfonamide ClC1=C(C=C(C=C1)Cl)S(=O)(=O)NC1=C(C(=C(C=C1)F)C1=CC=C2C=NNC2=C1)F